BrC1=CC=C(C=C1)CCNC1=C(C=C(C(=O)N)C=C1[N+](=O)[O-])OC 4-((4-bromophenyl-ethyl)amino)-3-methoxy-5-nitrobenzamide